6-Cyclopropoxy-2-(2-hydroxyspiro[3.5]nonan-7-yl)-N-(pyrazolo[1,5-a]pyrimidin-3-yl)-2H-indazole C1(CC1)OC1=CC=C2CN(N(C2=C1)C=1C=NN2C1N=CC=C2)C2CCC1(CC(C1)O)CC2